CS(=O)(=O)CCCOC1=CC(=C(C(=C1)C)C1=CC=CC=C1)C 4'-(3-methanesulfonyl-propoxy)-2',6'-dimethyl-biphenyl